4,4'-Dimethoxybenzophenone COC1=CC=C(C(=O)C2=CC=C(C=C2)OC)C=C1